FC=1C=CC(=C(C1)CC(=O)OC(C)(C)C)NC(C1=C(C=C(C(=C1)[N+](=O)[O-])N1CCCCC1)C)=O tert-butyl 2-(5-fluoro-2-(2-methyl-5-nitro-4-(piperidin-1-yl)benzamido)phenyl)acetate